OC1=C(C=CC=C1)C1=CC(=NN=N1)C1=C(C=CC=C1)O bis-(2-hydroxyphenyl)-triazine